(2R,4R)-6-chloro-4-hydroxy-N-(3-{5-[cis-3-(trifluoromethoxy)cyclobutyl]-4,5-dihydro-1,2-oxazol-3-yl}bicyclo[1.1.1]pent-1-yl)-3,4-dihydro-2H-1-benzopyran-2-carboxamide ClC=1C=CC2=C([C@@H](C[C@@H](O2)C(=O)NC23CC(C2)(C3)C3=NOC(C3)[C@@H]3C[C@@H](C3)OC(F)(F)F)O)C1